COC=1C=C(CO)C=CC1Cl 3-methoxy-4-chlorobenzyl alcohol